benzyl (R)-3-(hydroxymethyl)morpholine-4-carboxylate OC[C@H]1N(CCOC1)C(=O)OCC1=CC=CC=C1